1-iodo-norbornane IC12CCC(CC1)C2